BrC1=C(C=C(C(=C1)[N+](=O)[O-])C)C1CC1 1-bromo-2-cyclopropyl-4-methyl-5-nitrobenzene